(2S,3R,4R,5R)-2-(4-aminopyrrolo[2,1-f][1,2,4]triazin-7-yl)-5-(hydroxymethyl)-3-methyltetrahydrofuran-3,4-diol NC1=NC=NN2C1=CC=C2[C@@H]2O[C@@H]([C@H]([C@]2(O)C)O)CO